C(C)OC=1C(=NC=CC1)OCC(C)(C)NC(C[C@@H]1N(CCC1)C)=O (R)-N-(1-((3-ethoxypyridin-2-yl)oxy)-2-methylpropan-2-yl)-2-(1-methylpyrrolidin-2-yl)acetamide